4-(7,7-difluoro-2-((2S,3R)-3-hydroxy-2-methylazetidin-1-yl)-6,7-dihydro-5H-cyclopenta[d]pyrimidin-4-yl)benzonitrile FC1(CCC2=C1N=C(N=C2C2=CC=C(C#N)C=C2)N2[C@H]([C@@H](C2)O)C)F